(3R)-N-tert-butyl-1-(6-chloropyridazin-3-yl)-N-methylpyrrolidin-3-amine C(C)(C)(C)N([C@H]1CN(CC1)C=1N=NC(=CC1)Cl)C